6-azaspiro[2.5]Octane C1CC12CCNCC2